CC1=NC2=CC=C(C=C2C(=C1)C=1N=NC=CC1)C(=O)O 2-methyl-4-(pyridazin-3-yl)quinoline-6-carboxylic acid